2-mercaptoethyl-ethoxydimethyl-silane tert-butyl-(3S)-5-hydroxy-3-methylazepane-1-carboxylate C(C)(C)(C)OC(=O)N1C[C@H](CC(CC1)O)C.SCC[Si](C)(C)OCC